BrC1=CC=C(C=C1)N1C(N(CC1)CC1=CC(=C(OC(C(=O)O)(C)C)C(=C1)C)C)=O 2-(4-((3-(4-Bromophenyl)-2-oxoimidazolin-1-yl)methyl)-2,6-dimethylphenoxy)-2-methylpropanoic acid